2-cyanoethoxy-N,N-diisopropylamino-phosphorus C(#N)CCO[P]N(C(C)C)C(C)C